bis(p-fluorobenzoyl)-1,6-hexanediamine FC1=CC=C(C(=O)C(CCCCCN)(N)C(C2=CC=C(C=C2)F)=O)C=C1